((2,4-difluorophenyl)imino)(methyl)(2-methyl-6-(5-(trifluoromethyl)-1,2,4-oxadiazol-3-yl)imidazo[1,2-a]pyridin-3-yl)-λ6-sulfanone FC1=C(C=CC(=C1)F)N=S(=O)(C1=C(N=C2N1C=C(C=C2)C2=NOC(=N2)C(F)(F)F)C)C